C(CCC=CCC\C=C\CCC)O (8E)-dodecane-4,8-dien-1-ol